4-methyl-cyclohexene-1,2-dicarboxylic acid anhydride CC1CC2=C(CC1)C(=O)OC2=O